C[C@H]1C(=NNC(C1)=O)C1=CC=C(C=C1)NC(C)=O (R)-N-[4-(1,4,5,6-tetrahydro-4-methyl-6-oxo-3-pyridazinyl)phenyl]-acetamide